ClC=1C(=CC=C2N=CC(=NC12)C=1C=NN(C1)C(C#N)C(C)C)OC=1C=CC2=C(NC(=N2)C)C1 (4-(8-chloro-7-((2-methyl-1H-benzo[d]imidazol-6-yl)oxy)quinoxalin-2-yl)-1H-pyrazol-1-yl)-3-methylbutanenitrile